2-(1-cyclohexenyl)ethanol C1(=CCCCC1)CCO